1-(2-(dodecylthio)ethyl)-3-propylthiourea C(CCCCCCCCCCC)SCCNC(=S)NCCC